2,3,5,6-tetramethylaniline hydrochloride Cl.CC1=C(N)C(=C(C=C1C)C)C